butyl 6-(8-chloro-5-methyl-5,6-dihydro-4H-benzo[f][1,2,4]triazolo[4,3-a][1,4]diazepin-1-yl)-2,6-diazaspiro[3.3]heptane-2-carboxylate ClC=1C=CC2=C(CN(CC=3N2C(=NN3)N3CC2(CN(C2)C(=O)OCCCC)C3)C)C1